Tert-butyl N-hydroxy-N-[(1S)-3-hydroxy-1-pyrazin-2-yl-propyl]carbamate Tert-butyl-(3S)-5-hydroxy-3-pyrazin-2-yl-isoxazolidine-2-carboxylate C(C)(C)(C)OC(=O)N1OC(C[C@H]1C1=NC=CN=C1)O.ON(C(OC(C)(C)C)=O)[C@@H](CCO)C1=NC=CN=C1